[Si](C)(C)(C(C)(C)C)OCC(C)(C)NC(CN(C)C=1C2=C(N=C(N1)C=1N=CN(C1)CCCO)CCC2)=O N-(1-((tert-butyldimethylsilyl)oxy)-2-methylpropan-2-yl)-2-((2-(1-(3-hydroxypropyl)-1H-imidazol-4-yl)-6,7-dihydro-5H-cyclopenta[d]pyrimidin-4-yl)(methyl)amino)acetamide